N-(4-chloro-2-fluoro-6-nitrophenyl)-4-(2,6-difluoro-4-methoxyphenyl)-1,3-dimethyl-1H-pyrazol-5-amine ClC1=CC(=C(C(=C1)[N+](=O)[O-])NC1=C(C(=NN1C)C)C1=C(C=C(C=C1F)OC)F)F